Tert-butyl (12aR)-9-(2-amino-6-methoxyphenyl)-8,10-difluoro-3,4,12,12a-tetrahydro-6H-pyrazino[2,1-c][1,4]benzoxazepine-2(1H)-carboxylate NC1=C(C(=CC=C1)OC)C1=C(C2=C(CN3[C@@H](CO2)CN(CC3)C(=O)OC(C)(C)C)C=C1F)F